CC1(CCN(CC1)CC(F)(F)F)C1=CC=C(C=C1)O 4-(4-methyl-1-(2,2,2-trifluoroethyl)piperidin-4-yl)phenol